ClC=1C=C2C(=NC=NC2=CC1C1=C(C=CC(=C1)NC)C)N1CCN(CC1)C(C=C)=O 1-(4-(6-chloro-7-(2-methyl-5-(methyl-amino)phenyl)quinazolin-4-yl)piperazin-1-yl)prop-2-en-1-one